CN1N=NN=C1\C(\C1=CC=CC=C1)=N/OCC1=CC=CC(=N1)NC(OCCCCC)=O pentyl N-[6-[[[[(Z)-(1-methyl-1H-tetrazol-5-yl)phenylmethylene]amino]oxy]methyl]-2-pyridinyl]carbamate